N-{[4-(2-methyl-2H-indazole-6-sulfonyl)phenyl]methyl}imidazo[1,2-a]pyrimidine-6-carboxamide CN1N=C2C=C(C=CC2=C1)S(=O)(=O)C1=CC=C(C=C1)CNC(=O)C=1C=NC=2N(C1)C=CN2